BrC1=CC=CC=2C=3N(C(=NC12)N[C@@H](C(=O)NCCCC)CC)N=C(N3)C3=C(C=C(C=C3)Cl)OC(F)(F)F (2R)-2-({7-bromo-2-[4-chloro-2-(trifluoromethoxy)phenyl][1,2,4]triazolo[1,5-c]quinazolin-5-yl}amino)-N-butylbutanamide